C1CC12NCCN(C2)C=2C=CC=1N(C(C=C(N1)C=1C=C(C=3N(N1)C=C(N3)C)C)=O)C2 7-(4,7-diazaspiro[2.5]octan-7-yl)-2-(2,8-dimethylimidazo[1,2-b]pyridazin-6-yl)pyrido[1,2-a]pyrimidin-4-on